3,6-dimethyltetradecan-1-ol CC(CCO)CCC(CCCCCCCC)C